C(C)(C)(C)OC(=O)N1CCC12CCN(CC2)C=2C1=CN(N=C1C(=CC2)C(=O)O)C 4-[1-(tert-butoxycarbonyl)-1,7-diazaspiro[3.5]nonan-7-yl]-2-methylindazole-7-carboxylic acid